1-(2,2-Diphenylvinyl)tetrahydro-1H-thiophene C1(=CC=CC=C1)C(=CS1CCCC1)C1=CC=CC=C1